1-[6-chloro-2-[3-(difluoromethyl)-5-methyl-pyrazol-1-yl]-3-pyridinyl]ethanone ClC1=CC=C(C(=N1)N1N=C(C=C1C)C(F)F)C(C)=O